C(=O)(OC(C)(C)C)N[C@@H]([C@H](O)C)C(=O)O Bocthreonine